OC(N(C(CC[C@@H](C)[C@H]1CC[C@H]2[C@@H]3CCC4CCCC[C@]4(C)[C@H]3CC[C@]12C)=O)O)CS(=O)(=O)O dihydroxycholanoyl-taurine